8-fluoro-3-(3-(4-(2-fluorophenyl)piperazin-1-yl)-3-oxopropyl)isoquinolin-1(2H)-one FC=1C=CC=C2C=C(NC(C12)=O)CCC(=O)N1CCN(CC1)C1=C(C=CC=C1)F